methylphenylglycidate CC1C(C(=O)[O-])(O1)C1=CC=CC=C1